FC1=C(OC2=C(C=C(C=C2)[N+](=O)[O-])C2=CC(=NC(=C2)C)OC)C=CC(=C1)F 4-(2-(2,4-difluorophenoxy)-5-nitrophenyl)-2-methoxy-6-methylpyridine